CN1C(N(CC=2C1=NC(=NC2)SC)C2CC1CCCC(N1CC2)=O)=O 1-methyl-7-methylsulfanyl-3-(6-oxo-1,2,3,4,7,8,9,9a-octahydroquinolizin-2-yl)-4H-pyrimido[4,5-d]pyrimidin-2-one